C1CC12NCC(CC2)NC2=NC=C(C(=N2)C2=CNC=1C(N(CCCC12)C1CC1)=O)C(F)(F)F 3-[2-({4-azaspiro[2.5]octan-6-yl}amino)-5-(trifluoromethyl)pyrimidin-4-yl]-7-cyclopropyl-1H,4H,5H,6H,7H,8H-pyrrolo[2,3-c]azepin-8-one